C(CC)OC(C(=O)CC(C)=O)(OCCC)OCCC.[Zr] zirconium tri-n-propoxymonoacetylacetone